fluoro-2,5-dimethylphenyl-acetic acid FC(C(=O)O)C1=C(C=CC(=C1)C)C